(S)-(1-(2-((5-(3,4,5-trimethoxyphenyl)pyridin-2-yl)amino)quinazolin-4-yl)pyrrolidin-2-yl)methanol 4-[(propionyl)oxy]but-2-en-1-yl-acetate C(CC)(=O)OCC=CCCC(=O)OC[C@H]1N(CCC1)C1=NC(=NC2=CC=CC=C12)NC1=NC=C(C=C1)C1=CC(=C(C(=C1)OC)OC)OC